6-((2s,3s)-3-aminotetrahydro-2H-pyran-2-yl)-2-chloro-N-(furan-2-ylmethyl)-7-iodothieno[3,2-d]pyrimidin-4-amine trifluoroacetate FC(C(=O)O)(F)F.N[C@@H]1[C@H](OCCC1)C1=C(C=2N=C(N=C(C2S1)NCC=1OC=CC1)Cl)I